2-dodecyl-2-ethylmalonic acid lithium salt [Li+].C(CCCCCCCCCCC)C(C(=O)[O-])(C(=O)[O-])CC.[Li+]